FC(N1N=C(C=C1)C1=C(C=NC(=C1)C1=CC=C(C=C1)C(F)(F)F)NCCS(=O)(=O)NC)F 2-((4-(1-(difluoromethyl)-1H-pyrazol-3-yl)-6-(4-(trifluoromethyl)phenyl)pyridin-3-yl)amino)-N-methylethane-1-sulfonamide